7-methoxy-2,3-diphenyl-N-(pyrimidin-4-yl)-6-(quinolin-6-yl)pyrazolo[1,5-a]pyrimidin-5-amine COC1=C(C(=NC=2N1N=C(C2C2=CC=CC=C2)C2=CC=CC=C2)NC2=NC=NC=C2)C=2C=C1C=CC=NC1=CC2